COC(=O)C=1N(C=C(C1)Br)CC 4-bromo-1-ethylpyrrole-2-carboxylic acid methyl ester